methyl (2S)-2-[[5-[(1S)-1-[(5-chloro-2-methyl-3-pyridyl)amino]ethyl]thiophene-2-carbonyl]amino]-3-cyclohexyl-propanoate ClC=1C=C(C(=NC1)C)N[C@@H](C)C1=CC=C(S1)C(=O)N[C@H](C(=O)OC)CC1CCCCC1